C(#N)C1CC2(C1)C[C@H](N(CC2)CC2=C1C=CN(C1=C(C=C2OC)C)C(=O)OC(C)(C)C)C2=CC=C(C=C2)C(=O)OC tert-butyl 4-(((2S,4r,6S)-2-cyano-6-(4-(methoxycarbonyl)phenyl)-7-azaspiro[3.5]nonan-7-yl)methyl)-5-methoxy-7-methyl-1H-indole-1-carboxylate